FC1(CN(C1)C(CN1N=CC2=NC=C(C=C21)C=2C=NC=C(C2)C(F)(F)F)=O)F 1-(3,3-Difluoroazetidin-1-yl)-2-[6-[5-(trifluoromethyl)-3-pyridyl]pyrazolo[4,3-b]pyridin-1-yl]ethanone